5-bromo-N-[(7-methoxy-1H-indol-4-yl)methyl]pyrazolo[1,5-a]pyridine-3-carboxamide BrC1=CC=2N(C=C1)N=CC2C(=O)NCC2=C1C=CNC1=C(C=C2)OC